ClC=1C=C(C=CC1C1CC1)NS(=O)(=O)C=1C(=C(NC1C)C)C(=O)O 4-(N-(3-Chloro-4-cyclopropylphenyl)sulfamoyl)-2,5-dimethyl-1H-pyrrole-3-carboxylic acid